NC1=C(C=C(C=N1)C=1C=NC(=CC1)F)C(=O)N[C@H]1COC[C@@H]1OCC1=CC=C(C=C1)C=1C=C2CCC(C2=CC1)N1CCN(CC1)CCO 6-amino-6'-fluoro-N-{(3S,4R)-4-[(4-{1-[4-(2-hydroxyethyl)piperazin-1-yl]-2,3-dihydro-1H-inden-5-yl}phenyl)methoxy]oxolan-3-yl}[3,3'-bipyridine]-5-carboxamide